(S)-1-amino-2-(1-(but-2-ynoyl)piperidin-2-yl)-4-(4-((4-ethylpyridin-2-yl)carbamoyl)phenyl)-1H-imidazole-5-carboxamide NN1C(=NC(=C1C(=O)N)C1=CC=C(C=C1)C(NC1=NC=CC(=C1)CC)=O)[C@H]1N(CCCC1)C(C#CC)=O